FC(C(=O)O)(F)F.C[C@@H](CCC)N1N=CC(=C1)C=1C2=C(N=CN1)NC=C2 4-{1-[(1S)-1-Methylbutyl]-1H-pyrazol-4-yl}-7H-pyrrolo[2,3-d]pyrimidine trifluoroacetate salt